N-vinylpropionamide C(=C)NC(CC)=O